[K+].OC(C(=O)[O-])C(O)(C(=O)[O-])CC(=O)[O-].[K+].[K+] hydroxycitrate potassium salt